(4-((3-(2,3-Difluoro-4-methoxyphenyl)imidazo[1,2-a]pyrazin-8-yl)amino)-2-methylphenyl)(piperazin-1-yl)methanone hydrochloride Cl.FC1=C(C=CC(=C1F)OC)C1=CN=C2N1C=CN=C2NC2=CC(=C(C=C2)C(=O)N2CCNCC2)C